N-(2-aminoethyl)-10,12-pentacosadiynylamide NCC[N-]CCCCCCCCCC#CC#CCCCCCCCCCCCC